C(#C)C=1C=C(C(=NC1)NC=1C(=C(C=NC1)CC1=C(C(=NC=C1)N)F)C)F 4-[[5-[(5-ethynyl-3-fluoro-2-pyridinyl)amino]-4-methyl-3-pyridinyl]methyl]-3-fluoro-pyridin-2-amine